BrC1=NC(=CC(=C1OCOC)OC(CO)F)I 2-((2-bromo-6-iodo-3-(methoxymethoxy)pyridin-4-yl)oxy)-2-fluoroethane-1-ol